4-{1-[cyclohexyl-(4-methoxycarbonyl-butylcarbamoyl)-methyl]-1H-benzimidazol-2-yl}-benzoic acid methyl ester hydrogen chloride Cl.COC(C1=CC=C(C=C1)C1=NC2=C(N1C(C(NCCCCC(=O)OC)=O)C1CCCCC1)C=CC=C2)=O